NC1=NC=C(C=N1)C=1N=C(C=2N(C1)C=C(N2)C(=O)N)N2CCOCC2 6-(2-amino-pyrimidin-5-yl)-8-morpholinoimidazo[1,2-a]pyrazine-2-carboxamide